NCC1=CC(=NN1CC1CC(C1)O)C(=O)N(C)C 5-(aminomethyl)-1-[(3-hydroxycyclobutyl)methyl]-N,N-dimethyl-pyrazole-3-carboxamide